C(C#CCC)(=O)O 2-PENTYNOIC ACID